Cl.S1C=C(C2=C1C=CC=C2)C[C@@H](CN)N(C)C (S)-3-(3-benzothienyl)-2-(N,N-dimethylamino)propylamine hydrochloride